1-((4-aminopiperidin-1-yl)amino)-3-(4-chloro-3-fluorophenoxy)propan-2-ol 2,2,2-trifluoroacetate salt FC(C(=O)O)(F)F.NC1CCN(CC1)NCC(COC1=CC(=C(C=C1)Cl)F)O